7-fluoro-6-methoxy-2-methyl-4-[3-(trifluoromethyl)-7,8-dihydro-5H-1,6-naphthyridin-6-yl]quinazoline FC1=C(C=C2C(=NC(=NC2=C1)C)N1CC=2C=C(C=NC2CC1)C(F)(F)F)OC